ClC1=C2N(C(C(=C1)NC1=NC=NC=C1)=O)C1(CCCCC1)NC2=O 8-chloro-6-(pyrimidin-4-ylamino)spiro[2H-imidazo[1,5-a]pyridine-3,1'-cyclohexane]-1,5-dione